FC1=CC=C(C(=C1F)F)C1=C(C=C(C=C1OC)OC)OC 4,5,6-trifluoro-2',4',6'-trimethoxy-[1,1'-biphenyl]